C1(CC1)/C=C/C=1C(C(=C(N(C1C)C)C)C(=O)NC1=CC(=C(C=C1)OC1=CC=NC2=CC(=C(N=C12)OC)OCCOC)F)=O 5-[(E)-2-cyclopropylvinyl]-N-[3-fluoro-4-[[6-methoxy-7-(2-methoxyethoxy)-1,5-naphthyridin-4-yl]oxy]phenyl]-1,2,6-trimethyl-4-oxopyridine-3-carboxamide